(S)-N-(4-(4-cyano-2-(ethoxymethoxy)phenyl)phthalazin-1-yl)-1-methylpiperidine-2-carboxamide C(#N)C1=CC(=C(C=C1)C1=NN=C(C2=CC=CC=C12)NC(=O)[C@H]1N(CCCC1)C)OCOCC